(thiophen-3-yl)-1,3-dihydro-2H-cyclopenta[b]benzofuran-2,2-dicarboxylate S1C=C(C=C1)OC(=O)C1(CC2=C(OC3=C2C=CC=C3)C1)C(=O)[O-]